FC=1C=C2CC[C@@]3(CCC4=C(NC(N(C4=O)C4CCOCC4)=O)N3)C2=CC1 (R)-5-fluoro-3'-(tetrahydro-2H-pyran-4-yl)-2,3,5',8'-tetrahydro-1'H-spiro[indene-1,7'-pyrido[2,3-d]pyrimidine]-2',4'(3'H,6'H)-dione